N-{3-[(3R,4S)-3-fluoro-4-methoxypiperidin-1-yl]-1,2,4-triazin-5-yl}-8-[(2R,3S)-3-(methanesulfonylmeth-yl)-2-methylazetidin-1-yl]-5-(propan-2-yl)isoquinolin-3-amine F[C@@H]1CN(CC[C@@H]1OC)C=1N=NC=C(N1)NC=1N=CC2=C(C=CC(=C2C1)C(C)C)N1[C@@H]([C@H](C1)CS(=O)(=O)C)C